(±)-ethyl 4-[3-(tert-butoxycarbonylamino)tetrahydrofuran-3-yl]benzoate C(C)(C)(C)OC(=O)N[C@@]1(COCC1)C1=CC=C(C(=O)OCC)C=C1 |r|